C(C)(C)(C)OC(=O)NCCCN(CCCNC(OCC1=CC=CC=C1)=O)CC(F)(F)F benzyl N-[3-([3-[(tert-butoxycarbonyl)amino]propyl] (2,2,2-trifluoroethyl)amino)propyl]carbamate